(R)-8-(1-aminoethyl)-3,6-dimethyl-2-morpholinoquinazolin-4(3H)-one N[C@H](C)C=1C=C(C=C2C(N(C(=NC12)N1CCOCC1)C)=O)C